(1R,4R)-4-((6-bromo-4-(morpholinomethyl)pyridin-2-yl)amino)cyclohexan-1-ol BrC1=CC(=CC(=N1)NC1CCC(CC1)O)CN1CCOCC1